methyl N-[5-[8-cyclopropyl-6-[4-(4-fluoro-3-methoxy-phenyl)-1,2,4-triazol-3-yl]imidazo[1,2-a]pyridin-3-yl]-2-pyridyl]carbamate C1(CC1)C=1C=2N(C=C(C1)C1=NN=CN1C1=CC(=C(C=C1)F)OC)C(=CN2)C=2C=CC(=NC2)NC(OC)=O